(S)-1-((S)-1-(4-amino-3-fluorophenyl)-2-methoxyethyl)-4-(trifluoromethyl)imidazolidin-2-one-4-d1 NC1=C(C=C(C=C1)[C@@H](COC)N1C(N[C@](C1)([2H])C(F)(F)F)=O)F